O[C@@H]1C[C@H](N(C1)C([C@H](C(C)C)N1N=CC(=C1)C1=CC=CC=C1)=O)C(=O)N[C@@H](C)C1=CC=C(C=C1)C1=C(N=CS1)C (2S,4R)-4-hydroxy-N-[(1S)-1-[4-(4-methyl-1,3-thiazol-5-yl)phenyl]ethyl]-1-[(2S)-3-methyl-2-(4-phenyl-1H-pyrazol-1-yl)butanoyl]pyrrolidine-2-carboxamide